FC=1C=C(C=C2C=CN(C(C12)=O)C1CCN(C2(CC2)C1)C(=O)OC(C)(C)C)C1=CC2=CN(N=C2C(=C1)F)C tert-butyl 7-[8-fluoro-6-(7-fluoro-2-methylindazol-5-yl)-1-oxoisoquinolin-2-yl]-4-azaspiro[2.5]octane-4-carboxylate